2-fluoro-6-(4,4,5,5-tetramethyl-1,3,2-dioxaborolan-2-yl)-4-(trifluoromethyl)aniline FC1=C(N)C(=CC(=C1)C(F)(F)F)B1OC(C(O1)(C)C)(C)C